ClC=1C=C(OC2C(C(C2(C)C)NC(C2=CN=C(C=C2)N2CCN(CC2)CC2=C(C=CC=C2)NC2C(NC(CC2)=O)=O)=O)(C)C)C=CC1C#N N-((1r,3r)-3-(3-chloro-4-cyanophenoxy)-2,2,4,4-tetramethylcyclobutyl)-6-(4-(2-((2,6-dioxopiperidin-3-yl)amino)benzyl)piperazin-1-yl)nicotinamide